Cl.NC[C@H]1NC([C@H](SCC1)C1=CC=C(C=C1)OC1=CC(=CC(=C1)F)F)=O (2R,5S)-5-(aminomethyl)-2-[4-(3,5-difluorophenoxy)phenyl]-1,4-thiazepan-3-one, hydrochloride